6-((2S,5R)-4-(bis(4-fluorophenyl)methyl)-2,5-dimethylpiperazin-1-yl)-8-methyl-9-(((S)-tetrahydrofuran-2-yl)methyl)-3,9-dihydro-2H-purin-2-one FC1=CC=C(C=C1)C(N1C[C@@H](N(C[C@H]1C)C=1C=2N=C(N(C2NC(N1)=O)C[C@H]1OCCC1)C)C)C1=CC=C(C=C1)F